(2S)-1-methoxy-4-methyl-1-oxopentan COC(CCC(C)C)=O